FC(C(F)F)(OC=1C=C(C=CC1OC(C(F)F)(F)F)/C=C/C(=O)C1=C(C(=O)O)C=CC=C1)F 2-[(E)-3-[3,4-Bis(1,1,2,2-tetrafluoroethoxy)phenyl]prop-2-enoyl]benzoic acid